C(C1=CC=CC=C1)OC([C@@H](N(C(=O)OC(C)(C)C)C(C)(C)C)CC(N)=O)=O N-tert-butyl-N2-Boc-L-asparagine benzyl ester